Cl.N[C@@H]1C(N([C@@H](CC1)C1=CC=CC=C1)CC(=O)OC)=O |o1:2,5| Methyl 2-((3S*,6S*)-3-amino-2-oxo-6-phenylpiperidin-1-yl)acetate hydrochloride